phenyl-4-(3-aminopropyl)-4'-octylbiphenyl C1(=CC=CC=C1)C1=C(C=CC(=C1)CCCN)C1=CC=C(C=C1)CCCCCCCC